5-amino-1,3-benzenedisulfonic acid NC=1C=C(C=C(C1)S(=O)(=O)O)S(=O)(=O)O